OC1CCC(CC1)N1C2=NC(=NC=C2N(C1=O)C)NC=1C=C2C(=CC=NC2=CC1C)OC 9-((1r,4r)-4-Hydroxycyclohexyl)-2-((4-methoxy-7-methylchinolin-6-yl)amino)-7-methyl-7,9-dihydro-8H-purin-8-on